N-(2-amino-2-methylpropyl)-6-(5-methoxy-1H-indol-2-yl)pyrazine-2-carboxamide NC(CNC(=O)C1=NC(=CN=C1)C=1NC2=CC=C(C=C2C1)OC)(C)C